[Si](C)(C)(C(C)(C)C)OCCOCC[C@H](CCC(F)(F)F)NC(N([C@H](C)C1=NC=C(C(=C1)C1=CC=2N(C(=N1)SC)N=CC2)OC)CC)=O 3-((S)-1-(2-((tert-butyldimethylsilyl)oxy)ethoxy)-6,6,6-trifluorohexan-3-yl)-1-ethyl-1-((R)-1-(5-methoxy-4-(7-(methylthio)pyrazolo[1,5-c]pyrimidin-5-yl)pyridin-2-yl)ethyl)urea